p-aminobenzyl carbamate C(N)(OCC1=CC=C(C=C1)N)=O